tiglylglycine C/C=C(\C)/C(=O)NCC(=O)O